N-((4-((5-fluoropyridin-2-yl)oxy)-3-methylphenyl)carbamoyl)-3-methoxycyclobutanecarboxamide FC=1C=CC(=NC1)OC1=C(C=C(C=C1)NC(=O)NC(=O)C1CC(C1)OC)C